C(CCCCC\C=C/CCCCCCCC)C1OC(CN(C1)CCCO)CCCCCC\C=C/CCCCCCCC 3-(2,6-di((Z)-hexadec-7-en-1-yl)morpholino)propan-1-ol